2-(5-(4-Chlorophenyl)thiophen-2-yl)-1-(4,4-difluoropiperidin-1-yl)ethan-1-on ClC1=CC=C(C=C1)C1=CC=C(S1)CC(=O)N1CCC(CC1)(F)F